C(C)(=O)N1CCC(=CC1)C1=CC(=C(COC2=CC=CC(=N2)C2=CC(=C(CC3=NC4=C(N3CCOC)C=C(C=C4)C(=O)OC(C)(C)C)C=C2F)F)C=C1)F tert-butyl 2-(4-(6-((4-(1-acetyl-1,2,3,6-tetrahydropyridin-4-yl)-2-fluorobenzyl) oxy) pyridin-2-yl)-2,5-difluorobenzyl)-1-(2-methoxyethyl)-1H-benzo[d]imidazole-6-carboxylate